N-(4-chloro-2-methoxy-5-methylphenyl)-4-((1-methyl-2-oxo-1,2-dihydroquinolin-4-yl)oxy)butyramide ClC1=CC(=C(C=C1C)NC(CCCOC1=CC(N(C2=CC=CC=C12)C)=O)=O)OC